BrC=1C=C2C=NC(=NC2=C(C1)F)N1CCN(C2(COC2)C1)C(C)=O 1-(8-(6-bromo-8-fluoroquinazolin-2-yl)-2-oxa-5,8-diazaspiro[3.5]nonan-5-yl)ethan-1-one